dimethyl-(cyclopentadienyl)(2,7-bis(3,5-di-tert-butylphenyl)-9-fluorenyl)silicon C[Si](C1C2=CC(=CC=C2C=2C=CC(=CC12)C1=CC(=CC(=C1)C(C)(C)C)C(C)(C)C)C1=CC(=CC(=C1)C(C)(C)C)C(C)(C)C)(C1C=CC=C1)C